C1(C=CC=C1)[Ti](C1=C(C(=CC=C1F)NC(=O)OCC(C)C)F)(C1=C(C(=CC=C1F)NC(=O)OCC(C)C)F)C1C=CC=C1 bis(cyclopentadienyl)bis[2,6-difluoro-3-(isobutoxycarbonylamino)phenyl]titanium